4-methyl-2-phenylethynyl-aniline CC1=CC=C(NC#CC2=CC=CC=C2)C=C1